(3'-(5-(((3-amino-2,2-dimethyl-3-oxopropyl)amino)methyl)-6-methoxypyridin-2-yl)-2,2'-dichloro-[1,1'-biphenyl]-3-yl)-1,3-dimethyl-2,4-dioxo-1,2,3,4-tetrahydropyrimidine-5-carboxamide NC(C(CNCC=1C=CC(=NC1OC)C=1C(=C(C=CC1)C1=C(C(=CC=C1)C1=C(C(N(C(N1C)=O)C)=O)C(=O)N)Cl)Cl)(C)C)=O